iron-sodium oxygen 1-methylazetidin-3-amine CN1CC(C1)N.[O].[Na].[Fe]